(E)-4-(2,6-difluorophenyl)-2-(2,4-dichlorostyryl)thiazole FC1=C(C(=CC=C1)F)C=1N=C(SC1)\C=C\C1=C(C=C(C=C1)Cl)Cl